2-((2-bromo-5-(trifluoromethyl)phenoxy)methyl)oxirane BrC1=C(OCC2OC2)C=C(C=C1)C(F)(F)F